C(C(C)(C)C)(=O)OC(C(=O)OC1CCCC1)(C)C cyclopentyl α-pivaloyloxyisobutyrate